3-(N,N-diacetoxyethyl)aminoacetanilide CC(=O)NC1=CC(=CC=C1)N(CCOC(=O)C)CCOC(=O)C